N-(2-amino-2-methylpropyl)-6-(6-chloro-3-methyl-1H-indol-2-yl)pyrazine-2-carboxamide NC(CNC(=O)C1=NC(=CN=C1)C=1NC2=CC(=CC=C2C1C)Cl)(C)C